5-amino-8-(2,6-dimethyl-4-pyridinyl)-2-[[(2s,4r)-4-fluoropyrrolidin-2-yl]methyl]-7-phenyl-[1,2,4]triazolo[4,3-c]pyrimidin-3-one NC1=NC(=C(C=2N1C(N(N2)C[C@H]2NC[C@@H](C2)F)=O)C2=CC(=NC(=C2)C)C)C2=CC=CC=C2